3-[5-methyl-2-(4-morpholin-4-ylphenylamino)-pyrimidin-4-ylamino]-thiophene-2-carboxylic acid CC=1C(=NC(=NC1)NC1=CC=C(C=C1)N1CCOCC1)NC1=C(SC=C1)C(=O)O